BrC=1C=C2C(=NC1)COCCS2=O 8-bromo-3,5-dihydro-2H-[1,4]oxathiepino[6,5-b]pyridine 1-oxide